tert-butyl 1-{[(benzyloxy) carbonyl] amino}-3,3-difluorocyclobutane-1-carboxylate C(C1=CC=CC=C1)OC(=O)NC1(CC(C1)(F)F)C(=O)OC(C)(C)C